2,3,3a,4,7,7a-hexahydro-1H-indene-2-carboxylic acid methyl ester COC(=O)C1CC2CC=CCC2C1